(S)-6-(1-amino-1,3-dihydrospiro[indene-2,4'-piperidin]-1'-yl)-3-(7-fluoro-2H-chromen-4-yl)-1,5-dihydro-4H-pyrazolo[3,4-d]pyrimidin-4-one N[C@@H]1C2=CC=CC=C2CC12CCN(CC2)C=2NC(C1=C(N2)NN=C1C1=CCOC2=CC(=CC=C12)F)=O